C(CCCC)C=1OC=CC1 2-Amyl-furan